N-(4,4-difluoro-1-hydroxy-2-methylbutan-2-yl)-2-methyl-6-[(pyridin-2-yl)methoxy]-indolizine-3-carboxamide FC(CC(CO)(C)NC(=O)C1=C(C=C2C=CC(=CN12)OCC1=NC=CC=C1)C)F